dibromodiethoxytitanium Br[Ti](OCC)(OCC)Br